CC1(CC1)CNCC1=NC=C(C=C1)C(F)(F)F 1-(1-methylcyclopropyl)-N-((5-(trifluoromethyl)pyridin-2-yl)-methyl)methanamine